8-tert-butyl-2-chloro-4-(trifluoromethyl)-8,9-dihydro-7H-pyrido[1,2-a]benzimidazol-6-one C(C)(C)(C)C1CC(C2=C(N3C(=N2)C(=CC(=C3)Cl)C(F)(F)F)C1)=O